(tert-butoxycarbonyl)-D-valine C(C)(C)(C)OC(=O)N[C@H](C(C)C)C(=O)O